ClCC=1C=CC=2C3=C(C(NC2C1F)=O)CCO3 7-(chloromethyl)-6-fluoro-2H,3H,5H-furo[3,2-c]quinolin-4-one